C(C)(C)(C)OC(NC1(CC1)COCCOC1OCCCC1)=O (1-((2-((tetrahydro-2H-pyran-2-yl)oxy)ethoxy)methyl)cyclopropyl)carbamic acid tert-butyl ester